N1(N=NN=C1)CC(=O)N[C@H](C)[C@@H]1[C@H]2[C@H](C(=C(N2C1=O)C(=O)O)SCCNC(=N)N)C (4R,5S,6R)-6-((R)-1-(2-(1H-tetrazol-1-yl)acetamido)ethyl)-3-(2-guanidinoethylthio)-4-methyl-7-oxo-1-azabicyclo[3.2.0]hept-2-ene-2-carboxylic acid